ClC1=C(C(=C(C=C1)O)C(C)=O)C(C)=O 4-chlorodiacetyl-phenol